tert-butyl (5aS,6R,11bR)-10-(benzyloxy)-14-(cyclopropylmethyl)-5a-hydroxy-9-iodo-1,2,5,5a,6,7-hexahydro-6,11b-(epiminoethano)naphtho[1,2-d]azepine-3(4H)-carboxylate C(C1=CC=CC=C1)OC1=C(C=C2C[C@@H]3[C@]4([C@](CCN(CC4)C(=O)OC(C)(C)C)(C2=C1)CCN3CC3CC3)O)I